(R,Z)-5-((tert-butoxycarbonyl)amino)-2-(3-carboxyacrylamido)pentanoic acid C(C)(C)(C)OC(=O)NCCC[C@H](C(=O)O)NC(\C=C/C(=O)O)=O